tert-butyl (1S,3S)-3-butyl-1-(6-(cyclobutylcarbamoyl)pyridin-3-yl)-1,3,4,9-tetrahydro-2H-pyrido[3,4-b]indole-2-carboxylate C(CCC)[C@H]1CC2=C(NC3=CC=CC=C23)[C@@H](N1C(=O)OC(C)(C)C)C=1C=NC(=CC1)C(NC1CCC1)=O